NC1=NC=C(N=C1CC1=CC=CC=C1)C1=CC=C(C=C1)O 2-amino-3-benzyl-5-(4-hydroxyphenyl)-pyrazine